FC(SC1=NC=CC(=C1)CNC(=O)NC1CC(C1)C(F)(F)F)F 1-[[2-(difluoromethylthio)pyridin-4-yl]methyl]-3-[(1r,3r)-3-(trifluoromethyl)cyclobutyl]urea